C(#N)C1=NC=CC(=N1)NC(=O)[C@H]1CC[C@H]2[C@@H]3CC[C@@H]4C[C@](CC[C@@H]4[C@H]3CC[C@]12C)(COC)O (3R,5R,8R,9R,10S,13S,14S,17S)-N-(2-cyanopyrimidin-4-yl)-3-hydroxy-3-(methoxymethyl)-13-methylhexadecahydro-1H-cyclopenta[a]phenanthrene-17-carboxamide